CC(C(=O)OCCOCCOCC)=C diethylene glycol monoethyl ether (methyl)acrylate